NC(C(=O)[O-])CNC(=O)C1=CC2=NC=CC(=C2S1)OC(C)C 2-amino-3-(7-isopropoxythieno[3,2-b]pyridine-2-carboxamido)propanoate